hexyl isovalerate C(CC(C)C)(=O)OCCCCCC